ClC=1C=C(C=CC1)C(C(C=1C=NC=CC1)N(C([O-])=O)[C@H](C(=O)N[C@@H](C[C@H]1C(NCC1)=O)C(C(=O)NC1CC1)O)CCCC)(F)F 2-(3-chlorophenyl)-2,2-difluoro-1-(pyridin-3-yl)ethyl((2S)-1-(((2S)-4-(cyclopropylamino)-3-hydroxy-4-oxo-1-((S)-2-oxopyrrolidin-3-yl)butan-2-yl)amino)-1-oxohexan-2-yl)carbamate